2-methyl-1,2-thiazol-3(2H)-one CN1SC=CC1=O